ClC1=CC=2N(C=C1)C=NC2CNC=2C(C(C2NCC=2N=C1N(C=C(C=C1)C1CC1)C2)=O)=O 3-(((7-chloroimidazo[1,5-a]pyridin-1-yl)methyl)amino)-4-(((6-cyclopropylimidazo[1,2-a]pyridin-2-yl)methyl)amino)cyclobut-3-ene-1,2-dione